C(C=C)(=O)N1CCC(=CC1)C1=CC=C(C=C1)[C@H](C)NC=1N=CC2=C(N1)N(C(C=C2)=O)[C@@H](C)C(C)C 2-({(1S)-1-[4-(1-acryloyl-1,2,3,6-tetrahydropyridin-4-yl)phenyl]ethyl}amino)-8-[(2S)-3-methylbutan-2-yl]pyrido[2,3-d]pyrimidin-7(8H)-one